N-benzyl-tert-butyl-methylamine C(C1=CC=CC=C1)N(C)C(C)(C)C